C1=CC=CC=2C3=CC=CC=C3C(C12)COC(=O)N[C@H](C(=O)OC(C)(C)C)CC1=CC=C2C=C(C=NC2=C1)C#N tert-butyl (S)-2-((((9H-fluoren-9-yl)methoxy)carbonyl)amino)-3-(3-cyanoquinolin-7-yl)propanoate